CN1CCN(CC1)C1=CC=C2C(=CNC2=C1)C([C@H](C1=CC=CC=C1)NCCC1=CC=C(C#N)C=C1)=O |r| (S)- and (R)-4-(2-((2-(6-(4-Methylpiperazin-1-yl)-1H-indol-3-yl)-2-oxo-1-phenylethyl)amino)-ethyl)benzonitrile